NCC1CN(C1)S(=O)(=O)N 3-(aminomethyl)azetidine-1-sulfonamide